2,2-bis(4-hydroxyphenyl)norbornan OC1=CC=C(C=C1)C1(C2CCC(C1)C2)C2=CC=C(C=C2)O